ClC1=C(C=CC(=C1OC1=CC(=C(C=C1)OC)C(C)C)Cl)CN (2,4-dichloro-3-(3-isopropyl-4-methoxyphenoxy)phenyl)methanamine